C(C1=CC=CC=C1)N1CC(C(C(C1)C)O)C cis-1-benzyl-3,5-dimethyl-4-hydroxypiperidine